5-methyldihydro-2(3H)-furanon CC1CCC(O1)=O